NC1=C(C(=O)NC=2SC(=CN2)C)C=CC=C1 2-amino-N-(5-methylthiazol-2-yl)benzamide